3,4-Difluoro-2-(2-fluoro-4-iodoanilino)-5-[[2-fluoro-3-(oxan-4-ylsulfonylamino)phenyl]methyl]benzamide 2-(dimethylamino)ethyl-2-methyl-2-propenoate CN(CCOC(C(=C)C)=O)C.FC=1C(=C(C(=O)N)C=C(C1F)CC1=C(C(=CC=C1)NS(=O)(=O)C1CCOCC1)F)NC1=C(C=C(C=C1)I)F